[V].P(=O)(=O)[Mo] phosphomolybdenum vanadium